3-(2-{[(6S)-4-azaspiro[2.5]octan-6-yl]amino}-5-(trifluoromethyl)pyrimidin-4-yl)-7-methyl-1H,4H,5H,6H,7H,8H-pyrrolo[2,3-c]azepin-8-one C1CC12NC[C@H](CC2)NC2=NC=C(C(=N2)C2=CNC=1C(N(CCCC12)C)=O)C(F)(F)F